CN(C(C(CSCC(=O)O)N(C)C(=O)OCC1C2=CC=CC=C2C=2C=CC=CC12)=O)C 2-[3-(dimethylamino)-2-[9H-fluoren-9-ylmethoxycarbonyl(methyl)amino]-3-oxopropyl]sulfanylacetic acid